BrC=1C=C2C(=NC1)N=C(N2)C2=NN(C=1C[C@@]3([C@H](CC21)C3)C)COCC[Si](C)(C)C (4aS,5aR)-3-(6-Bromo-1H-imidazo[4,5-b]pyridin-2-yl)-5a-methyl-1-((2-(trimethylsilyl)ethoxy)methyl)-1,4,4a,5,5a,6-hexahydrocyclopropa[f]indazole